butyl alcohol butyl-acetate C(CCC)CC(=O)OCCCC